C1(=CC=CC=C1)C(=CO[C@H](C(=O)OCC\C=C/CC)C)C (Z)-hex-3-en-1-yl (S)-2-((2-phenylprop-1-en-1-yl)oxy)propanoate